(R)-5-(2-amino-[1,2,4]triazolo[1,5-a]pyridin-7-yl)-2-ethyl-N-(1-(2-fluoro-5-(trifluoromethoxy)phenyl)ethyl)nicotinamide potassium thiophenate S1C(=CC=C1)C(=O)[O-].[K+].NC1=NN2C(C=C(C=C2)C=2C=NC(=C(C(=O)N[C@H](C)C3=C(C=CC(=C3)OC(F)(F)F)F)C2)CC)=N1